FC(C=1C(=C(C=CC1)[C@@H](C)NC1=CC(=NC2=CC=C(C=C12)C=1CCSCC1)C)F)F (R)-N-(1-(3-(difluoromethyl)-2-fluorophenyl)ethyl)-6-(3,6-dihydro-2H-thiopyran-4-yl)-2-methylquinolin-4-amine